CC=1C=C(C(=O)NC([2H])([2H])[2H])C=CC1NC1=NC=C2N(C(N(C2=N1)C1CCOCC1)=O)C 3-methyl-N-(methyl-d3)-4-((7-methyl-8-oxo-9-(tetrahydro-2H-pyran-4-yl)-8,9-dihydro-7H-purin-2-yl)amino)benzamide